(E)-4-oxobutanoic acid O=CCCC(=O)O